S(=O)(=O)(ON1[C@@H]2CC[C@H](N(C1=O)C2)C(NC(=O)[C@H]2CN(CCC2)C(C)=O)=N)O (2S,5R)-2-(N-((R)-1-acetylpiperidine-3-carbonyl) carbamimidoyl)-7-oxo-1,6-diazabicyclo[3.2.1]octan-6-yl hydrogen sulfate